FC(C=1C=NC2=C(SCC3N2CCNC3)N1)(F)F 3-(trifluoromethyl)-6a,7,9,10-tetrahydrodipyrazino[2,3-b:1',2'-d][1,4]thiazin